BrC=1C(=NC(=NC1C1=CC=CC=C1)N)Cl 5-bromo-4-chloro-6-phenyl-pyrimidin-2-amine